3-(2-(1-(2',4',6'-trimethyl-[1,1'-biphenyl]-4-yl)butyl)-2H-indazole-5-carboxamido)propionic acid CC1=C(C(=CC(=C1)C)C)C1=CC=C(C=C1)C(CCC)N1N=C2C=CC(=CC2=C1)C(=O)NCCC(=O)O